FC1=C(CN2CCN(C3=CC=CC=C23)C(=O)N[C@H]2CN(CC2)C(=O)OC(C)(C)C)C=CC=C1 tert-butyl (R)-3-(4-(2-fluorobenzyl)-1,2,3,4-tetrahydroquinoxaline-1-carboxamido)pyrrolidine-1-carboxylate